O1-tert-butyl O2-methyl (2S)-4-(3-hydroxypropoxy)pyrrolidine-1,2-dicarboxylate OCCCOC1C[C@H](N(C1)C(=O)OC(C)(C)C)C(=O)OC